OC1=CC(=CC2=C1OC(O2)(C2=CC=CC=C2)C2=CC=CC=C2)C(=O)OC2=CC(=CC1=C2OC(O1)(C1=CC=CC=C1)C1=CC=CC=C1)C(=O)OC1=CC(=CC2=C1OC(O2)(C2=CC=CC=C2)C2=CC=CC=C2)C(=O)O 7-((7-((7-hydroxy-2,2-diphenylbenzo[d][1,3]dioxol-5-carbonyl)oxy)-2,2-diphenylbenzo[d][1,3]dioxol-5-carbonyl)oxy)-2,2-diphenylbenzo[d][1,3]dioxole-5-carboxylic acid